2-(4-((tert-butoxycarbonyl)amino)-2-chlorophenyl)thiazole-4-carboxylic acid C(C)(C)(C)OC(=O)NC1=CC(=C(C=C1)C=1SC=C(N1)C(=O)O)Cl